1-(1-amino-3,9-diazaspiro[5.5]undec-3-yl)ethan-1-one NC1CN(CCC12CCNCC2)C(C)=O